3-(3-(benzyloxy)cyclobutyl)benzonitrile C(C1=CC=CC=C1)OC1CC(C1)C=1C=C(C#N)C=CC1